1,2,4,5-tetrakis(mercaptoethoxy)benzene SCCOC1=C(C=C(C(=C1)OCCS)OCCS)OCCS